4'-phenyl-N-(n-octyl)-5-(trifluoromethyl)-[1,1'-biphenyl]-3-amine C1(=CC=CC=C1)C1=CC=C(C=C1)C1=CC(=CC(=C1)C(F)(F)F)NCCCCCCCC